3-(5-(4-((1-(2,6-Difluoro-4-(7-hydroxy-3-(m-tolyl)chroman-4-yl)phenyl)piperidin-4-yl)methyl)piperazin-1-yl)-1-oxoisoindolin-2-yl)piperidin-2,6-dion FC1=C(C(=CC(=C1)C1C(COC2=CC(=CC=C12)O)C=1C=C(C=CC1)C)F)N1CCC(CC1)CN1CCN(CC1)C=1C=C2CN(C(C2=CC1)=O)C1C(NC(CC1)=O)=O